ClC=1C=C(C=2N(N1)C(=CN2)C(=O)N[C@H]2[C@H](C2)F)N(C([2H])([2H])[2H])CC2=CC=C(C=C2)OC 6-chloro-N-((1R,2S)-2-fluorocyclopropyl)-8-((4-methoxybenzyl)(methyl-d3)amino)imidazo[1,2-b]pyridazine-3-carboxamide